CC1=C(C(=C(O)C=C1)O)N methyl-catecholamine